di-1-adamantyl-(4''-butyl-2'',3'',5'',6''-tetrafluoro-2',4',6'-triisopropyl-2-methoxy-m-terphenyl) C12(CC3CC(CC(C1)C3)C2)C2=C(C(=C(C=C2)C2=C(C(=C(C=C2C(C)C)C(C)C)C2=C(C(=C(C(=C2F)F)CCCC)F)F)C(C)C)OC)C23CC1CC(CC(C2)C1)C3